(trifluoromethanesulfonic acid) erbium [Er].FC(S(=O)(=O)O)(F)F